BrC1=CC=C(C=C1)NC(=O)C(C(=O)N)Cl ((4-bromophenyl)carbamoyl)-2-chloroacetamide